C12(CCC(CC1)OC(NCCCN(C)C)=O)OOC1(OO2)C2CC3CC(CC1C3)C2 (1r,3r,5r,7r)-dispiro[adamantane-2,3'-[1,2,4,5]tetraoxane-6',1''-cyclohexan]-4''-yl(3-(dimethylamino)propyl)carbamate